1-octadecanoyl-2-(5Z,8Z,14Z-eicosatrienoyl)-sn-glycero-3-phosphocholine CCCCCCCCCCCCCCCCCC(=O)OC[C@H](COP(=O)([O-])OCC[N+](C)(C)C)OC(=O)CCC/C=C\C/C=C\CCCC/C=C\CCCCC